1-acetyl-3-carbomethoxy-4-hydroxy-β-carboline C(C)(=O)C1=NC(=C(C=2C3=CC=CC=C3NC12)O)C(=O)OC